1-Iminohexahydro-1lambda6-Thiopyran-1-oxide N=S1(CCCCC1)=O